C(C)N1C=NN=C1 4-ethyl-1,2,4-triazole